(6,7-dimethylpyrazolo[1,5-a]pyridin-3-yl)(4-fluoro-2-hydroxy-3-methylphenyl)methanone CC=1C=CC=2N(C1C)N=CC2C(=O)C2=C(C(=C(C=C2)F)C)O